(1R,2S,3S,6R,7S)-N-[(1S)-1-cyano-2-[(3S)-2-oxopyrrolidin-3-yl]ethyl]-4-[(2S)-3,3-dimethyl-2-(pyrazin-2-ylformamido)butanoyl]-4-azatricyclo[5.2.1.0^{2,6}]dec-8-ene-3-carboxamide C(#N)[C@H](C[C@H]1C(NCC1)=O)NC(=O)[C@@H]1[C@H]2[C@H]3C=C[C@@H]([C@H]2CN1C([C@H](C(C)(C)C)NC(=O)C1=NC=CN=C1)=O)C3